NCC(=O)NC=1SC=C(N1)C1=CC=C2C=CN(C(C2=C1)=O)C 2-amino-N-(4-(2-methyl-1-oxo-1,2-dihydroisoquinolin-7-yl)thiazol-2-yl)acetamide